C(C)(C)(C)C1=CC=CC=2C=C(COC21)C2=NOC(=N2)C2=CC(=CC(=C2)[N+](=O)[O-])C(=O)OC 3-(8-tert-butyl-2H-benzopyran-3-yl)-5-(3-methoxycarbonyl-5-nitrophenyl)-1,2,4-oxadiazole